4-((tert-butoxycarbonyl)amino)-3'-methyl-5'-(trifluoromethyl)-[1,1'-biphenyl]-3-carboxylic acid C(C)(C)(C)OC(=O)NC1=C(C=C(C=C1)C1=CC(=CC(=C1)C(F)(F)F)C)C(=O)O